C(C)C=1C(NC2=CC(=NC=C2C1)CN1CC2(C1)CN(C2)C2=CC=C(C=C2)F)=O 3-ethyl-7-((6-(4-fluorophenyl)-2,6-diazaspiro[3.3]heptan-2-yl)methyl)-1,6-naphthyridin-2(1H)-one